2-(tert-butyl)-2,4-dimethyltetrahydro-2H-pyran C(C)(C)(C)C1(OCCC(C1)C)C